8-acetyl-3-cyclopropyl-6,7-difluoro-2-tetrahydropyran-4-yl-quinazolin-4-one C(C)(=O)C=1C(=C(C=C2C(N(C(=NC12)C1CCOCC1)C1CC1)=O)F)F